O.O.[Na+].P(=O)([O-])([O-])[O-].[Na+].[Na+] phosphate sodium salt dihydrate